NC=1C=C(C(=NC1)S(=O)(=O)NC=1SC(=C(N1)C1=CC(=C(C=C1)F)F)C#N)C 5-amino-N-(5-cyano-4-(3,4-difluorophenyl)thiazol-2-yl)-3-methylpyridine-2-sulfonamide